N=1C=NN2C1C=C(C=C2)OC2=C(C=C(C=C2)NC2=NC=NC1=CC=C(C(=C21)F)N2C[C@H](N(CC2)C(=O)OC(C)(C)C)C)C tert-butyl (R)-4-(4-((4-([1,2,4]triazolo[1,5-a]pyridin-7-yloxy)-3-methylphenyl)amino)-5-fluoroquinazolin-6-yl)-2-methylpiperazine-1-carboxylate